FC1=C(C(=CC=C1)F)C1=C(C=CC=C1)[C@@H]1[C@H](C1)C(=O)N1C[C@H](CCC1)NS(=O)(=O)C N-{(3S)-1-[(1S,2S)-2-(2',6'-difluoro[1,1'-biphenyl]-2-yl)cyclopropane-1-carbonyl]piperidin-3-yl}methanesulfonamide